N,N'-bis[(4-methoxyphenyl)methyl]-N,N'-diphenyl-propanediamide COC1=CC=C(C=C1)CN(C(CC(=O)N(C1=CC=CC=C1)CC1=CC=C(C=C1)OC)=O)C1=CC=CC=C1